(6S,9S)-9-benzyl-4,8,11-trioxo-6-(((S)-2-oxopyrrolidin-3-yl) methyl)-15-phenyl-12-oxa-3,7,10-triazapentadecan-5-yl acetate C(C)(=O)OC(C(NCC)=O)[C@@H](NC([C@@H](NC(OCCCC1=CC=CC=C1)=O)CC1=CC=CC=C1)=O)C[C@H]1C(NCC1)=O